P(=O)(OC1=CC(=C(C(=C1)C(C)(C)C)O)C(C)(C)C)(OCC)OCC 3,5-di-tert-butyl-4-hydroxyphenyl diethyl phosphate